BrC1=C2C=NNC2=CC2=C1CCC2 4-bromo-1,5,6,7-tetrahydrocyclopenta[f]indazole